N1=C(C=CC=C1)C1=CC=C(C=C1)\C=C\C(=O)C1=C(C=C(C(=C1OC)OC)OC)O 4-(2-pyridinyl)-2'-hydroxy-4',5',6'-trimethoxychalcone